5-((3,3-difluoropropyl)sulfonyl)-N-((2-(4-fluoro-6-(4,7-diazaspiro[2.5]octan-7-yl)pyridin-2-yl)-1,6-naphthyridin-7-yl)methyl)-6-methylnicotinamide FC(CCS(=O)(=O)C=1C(=NC=C(C(=O)NCC2=NC=C3C=CC(=NC3=C2)C2=NC(=CC(=C2)F)N2CCNC3(CC3)C2)C1)C)F